C(#N)C1=CC=C(COC2=CC=C(C=C2)B(O)O)C=C1 4-(4-cyanobenzyloxy)phenylboronic acid